OC(CN1C=NC2=C(C1=O)C=C(N=C2N2C=NC=C2)C2=NC=C(C=C2)C(F)(F)F)(C)C 3-(2-hydroxy-2-methylpropyl)-8-(1H-imidazol-1-yl)-6-(5-(trifluoromethyl)pyridin-2-yl)pyrido[3,4-d]pyrimidin-4(3H)-one